1-phenylpiperidine C1(=CC=CC=C1)N1CCCCC1